4-(benzyloxy)-2-bromo-5-methoxybenzaldehyde C(C1=CC=CC=C1)OC1=CC(=C(C=O)C=C1OC)Br